3-(4-Bromo-5-methoxy-3-methyl-2-oxo-benzimidazol-1-yl)-1-[(4-methoxyphenyl)methyl]piperidine-2,6-dione BrC1=C(C=CC=2N(C(N(C21)C)=O)C2C(N(C(CC2)=O)CC2=CC=C(C=C2)OC)=O)OC